C(C)(C)(C)OC(=O)N1[C@@H]2[C@@H]([C@H](C[C@H]1CC2)N)F |r| rac-(1S,2R,3S,5R)-3-amino-2-fluoro-8-azabicyclo[3.2.1]octane-8-carboxylic acid tert-butyl ester